(R)-N-(6,6a,7,8,9,10-hexahydro-5H-pyrazino[1,2-a][1,8]naphthyridin-4-yl)cyclopropanecarboxamide N1=CC=C(C=2CC[C@H]3N(C12)CCNC3)NC(=O)C3CC3